Cl.OC1(CCNCC1)C=1C=C2CN(C(C2=CC1)=O)C1C(NC(CC1)=O)=O 3-[5-(4-hydroxy-4-piperidyl)-1-oxo-isoindolin-2-yl]piperidine-2,6-dione-hydrochloride